5-(8-((1S,2S)-2-(6-chloropyridin-3-yl)cyclopropyl)imidazo[1,2-b]pyridazin-6-yl)pyrimidine-2,4(1H,3H)-dione ClC1=CC=C(C=N1)[C@@H]1[C@H](C1)C=1C=2N(N=C(C1)C=1C(NC(NC1)=O)=O)C=CN2